2-(phenyl)propanenitrile C1(=CC=CC=C1)C(C#N)C